C1(CC1)OC1=NN(C=C1[N+](=O)[O-])C([2H])([2H])[2H] 3-(cyclopropoxy)-4-nitro-1-(methyl-d3)pyrazole